FC(CC1=CC=C(C=C1)C1CN(C1)C(=O)OC(C)(C)C)(F)F tert-Butyl 3-[4-(2,2,2-trifluoroethyl)phenyl]azetidine-1-carboxylate